2-(2-(3-phenylureido)ethoxy)ethyl Methacrylate C(C(=C)C)(=O)OCCOCCNC(=O)NC1=CC=CC=C1